C(CCC)OC(=O)N1C[C@H](CC1)O (S)-3-hydroxypyrrolidine-1-carboxylic acid Butyl ester